2-((1R,3R,5S)-3-((5-cyclopropyl-3-(2-fluorophenyl)isoxazol-4-yl)methoxy)-8-azabicyclo[3.2.1]octane-8-carbonyl)isoindoline-5-carboxylic acid C1(CC1)C1=C(C(=NO1)C1=C(C=CC=C1)F)COC1C[C@H]2CC[C@@H](C1)N2C(=O)N2CC1=CC=C(C=C1C2)C(=O)O